ClC=1C=C(C=CC1)C1(NC=CC=2C(=C(C=CC12)C)N)N 1-(3-chlorophenyl)-6-methylisoquinoline-1,5-diamine